3-(8-oxa-3-azabicyclo[3.2.1]oct-3-yl)-6-(4-methoxyphenyl)-5-methyl-2-phenylpyrazolo[1,5-a]pyrimidin-7(4H)-one C12CN(CC(CC1)O2)C=2C(=NN1C2NC(=C(C1=O)C1=CC=C(C=C1)OC)C)C1=CC=CC=C1